3-(5-(5-aminopent-1-yn-1-yl)-1-oxoisoindolin-2-yl)piperidine-2,6-dione hydrochloride Cl.NCCCC#CC=1C=C2CN(C(C2=CC1)=O)C1C(NC(CC1)=O)=O